FC1=C(C=CC=2C(COC21)N(C(OC(C)(C)C)=O)C)O tert-butyl (7-fluoro-6-hydroxy-2,3-dihydrobenzofuran-3-yl)(methyl)carbamate